ClC1=CN=C(S1)C=1N=NNC1 4-(5-Chlorothiazol-2-yl)-1H-1,2,3-triazol